(S)-N-(5-(2-(2-aminopyridin-3-yl)-5-(1H-pyrazol-1-yl)-3H-imidazo[4,5-b]pyridin-3-yl)-2,3-dihydro-1H-inden-1-yl)-4-(2-fluoroacrylamido)-1-methyl-1H-pyrazole-5-carboxamide NC1=NC=CC=C1C1=NC=2C(=NC(=CC2)N2N=CC=C2)N1C=1C=C2CC[C@@H](C2=CC1)NC(=O)C1=C(C=NN1C)NC(C(=C)F)=O